COC1=CC=C(C=C1)NC=1C=CC=2N(C3=CC=CC=C3C2C1)CC1=CC=C(C=C1)C=C N-(4-methoxyphenyl)-9-(4-vinylbenzyl)-9H-carbazol-3-amine